OC1=C(OC2=C(C1=O)C=CC=C2)C2=CC(=CC=C2)OC 3-hydroxy-2-(3-methoxyphenyl)-4h-1-benzopyran-4-one